2-(6-fluoropyridin-2-yl)-N-(methylaminothiocarbonyl)-2-(4-(trifluoromethyl)pyridin-2-yl)acetamide FC1=CC=CC(=N1)C(C(=O)NC(=S)NC)C1=NC=CC(=C1)C(F)(F)F